C[C@H]1[C@@H]([C@H]([C@H]([C@@H](O1)O[C@@H]2[C@H]([C@H](CO[C@H]2OC3=C(OC4=CC(=CC(=C4C3=O)O)O[C@H]5[C@@H]([C@@H]([C@H]([C@@H](O5)C)O)O)O)C6=CC(=C(C=C6)O)O)O)O)O)O)O The molecule is a quercetin O-glycoside that is quercetin attached to a alpha-L-rhamnopyranosyl residue at position 7 and a alpha-L-rhamnopyranosyl-(1->2)-alpha-L-arabinopyranosyl residue at position 3 via glycosidic linkages. It has been isolated from Anthyllis hermanniae. It has a role as a plant metabolite. It is an alpha-L-rhamnoside, a quercetin O-glycoside and a trihydroxyflavone.